tetraethoxy ortho-silicate [Si](OOCC)(OOCC)(OOCC)OOCC